C(=C)C1=CC2=CC=C(C=C2C=C1)C=C 2,6-divinyl-naphthalene